F[N+](=C)S(=O)(=O)C(F)(F)F fluorotrifluoromethanesulfonyl-methyleneammonium